C(\C=C\C1=CC(OC)=C(O)C=C1)(=O)NC(NCCCCN)=N N-feruloyl-agmatine